4-thia-1-azabicyclo[3.2.0]heptane-2-carboxylic acid 4,4-dioxide N12C(CS(C2CC1)(=O)=O)C(=O)O